N-(4-(tert-butyl)phenyl)-2-cyclopropoxy-3,4,5,6-tetrafluoro-benzenesulfonamide C(C)(C)(C)C1=CC=C(C=C1)NS(=O)(=O)C1=C(C(=C(C(=C1F)F)F)F)OC1CC1